N-(4-phenoxybenzyl)-2-(quinoline-2-carbonyl)hydrazine-1-carbothioamide O(C1=CC=CC=C1)C1=CC=C(CNC(=S)NNC(=O)C2=NC3=CC=CC=C3C=C2)C=C1